BrC1=C(N)C=C(C=C1)C(F)(F)F 2-bromo-5-(trifluoromethyl)aniline